homomorpholineamide N1(CCOCCC1)C(=O)N